ClC=1C(=CC(=C(C(=O)N)C1)C1CCOC2=CC(=CC=C12)F)C(F)(F)F 5-chloro-2-(7-fluoro-chroman-4-yl)-4-(trifluoromethyl)benzamide